OC=1C(=C(C=CC1)C1=C(C(=CC=C1)C=O)C)C 3'-Hydroxy-2,2'-dimethyl-[1,1'-biphenyl]-3-carbaldehyde